3-(6-morpholinopyridin-3-yl)-6-(4-(piperazin-1-yl)phenyl)furo[3,2-b]pyridine O1CCN(CC1)C1=CC=C(C=N1)C1=COC=2C1=NC=C(C2)C2=CC=C(C=C2)N2CCNCC2